3,5,5-Trimethyl-ε-Caprolacton CC1CC(=O)OCC(C1)(C)C